tert-butyl 6-(3-cyano-4-(2-fluorophenyl)-7-(4-methylthiazol-5-yl)-5,6,7,8-tetrahydro-1,7-naphthyridin-2-yl)-2,6-diazaspiro[3.4]octane-2-carboxylate C(#N)C=1C(=NC=2CN(CCC2C1C1=C(C=CC=C1)F)C1=C(N=CS1)C)N1CC2(CN(C2)C(=O)OC(C)(C)C)CC1